C(C)(=O)O.Cl[Na] monochlorosodium acetate